Diarachidonyl Ketone C(CCC\C=C/C\C=C/C\C=C/C\C=C/CCCCC)C(=O)CCCC\C=C/C\C=C/C\C=C/C\C=C/CCCCC